γ-methacryloxypropyl-methoxysilane Di-Sodium Succinate C(CCC(=O)[O-])(=O)[O-].[Na+].[Na+].C(C(=C)C)(=O)OCCC[SiH2]OC